FC1=CC=C(CN2C3=CC=CC=C3C=3C=CN=C(C23)CNC2=NC=CC=3C4=CC=CC=C4N(C23)CCCC2=CC=CC=C2)C=C1 N-{[9-(4-fluorobenzyl)-beta-carbolin-1-yl]methyl}-9-(3-phenylpropyl)-beta-carbolin-1-amine